5-(((4-(tert-butyl) phenoxy) (((S)-1-(cyclopropylmethoxy)-1-oxopropan-2-yl) amino) phosphoryloxy) methylPhenyl)-2-cyanotetrahydrofuran-3,4-diyldipropionate C(C)(C)(C)C1=CC=C(OP(=O)(N[C@H](C(=O)OCC2CC2)C)OCC2=C(C=CC=C2)C2C(C(C(O2)C#N)CCC(=O)[O-])CCC(=O)[O-])C=C1